[W]=O.[Ge] germanium tungsten oxide